C(N)(=O)C=1OC2=C(C1C=1C=C(C=CC1)CCC(=O)O)C=C(C=C2)OC(F)(F)F 3-(3-(2-carbamoyl-5-(trifluoromethoxy)benzofuran-3-yl)phenyl)propanoic acid